C(CCCCCCCCC(C)C)OC(C=C)=O acrylic acid isododecyl ester